C(CCCCCCCCCCCCCCCCCCCCC)C(C(=O)OCCCCCCCCCCCCCCCCCCCCCC)=C 1-docosanol (behenyl)acrylate